NC1CCC(CC1)NC1=NC(=NC=C1C=1C=NN(C1)C)NC1=CC=C2CCNCC2=C1 N4-((1s,4s)-4-aminocyclohexyl)-5-(1-methyl-1H-pyrazol-4-yl)-N2-(1,2,3,4-tetrahydroisoquinolin-7-yl)pyrimidine-2,4-diamine